N1=C(N=CC2=CC=CC=C12)NC(CCC)=O N-(quinazolin-2-yl)butanamide